BrCC=1C=C(C=CC1)C1C(NC(CC1)=O)=O 3-(3-(bromomethyl)phenyl)piperidine-2,6-dione